FC(C=1C=C(C=C(C1)C(F)(F)F)NC(=S)NC1CCCCC1)(F)F 1-(3,5-bis-trifluoromethyl-phenyl)-3-cyclohexylthiourea